ClC1=CC=C2C(=N1)N(N=C2)CC(C)(C)C 6-Chloro-1-neopentyl-1H-pyrazolo[3,4-b]pyridine